bromo-8-chloro-7-fluoro-2,3,4,5-tetrahydrobenzo[b]oxepine BrC1CCCC2=C(O1)C=C(C(=C2)F)Cl